(1R,3S,4R)-2-(4,7-difluoro-1H-indole-2-carbonyl)-5,5-difluoro-N-((R,Z)-4-fluoro-4-(methylsulfonyl)-1-((R)-2-oxopyrrolidin-3-yl)but-3-en-2-yl)-2-azabicyclo[2.2.2]octane-3-carboxamide FC1=C2C=C(NC2=C(C=C1)F)C(=O)N1[C@H]2CC([C@@H]([C@H]1C(=O)N[C@H](C[C@@H]1C(NCC1)=O)\C=C(/S(=O)(=O)C)\F)CC2)(F)F